ClC=1C=C(NC2=NC=NC3=CC=C(C=C23)C2CN(CCC2)C(C=C)=O)C=CC1OCC1=NC=CN=C1 1-[3-[4-[3-chloro-4-(pyrazin-2-ylmethoxy)anilino]quinazolin-6-yl]-1-piperidyl]prop-2-en-1-one